C(C1=CC=CC=C1)OC(=O)NC1C(C2C=CC1CC2)C(=O)O 3-{[(benzyloxy)carbonyl]amino}bicyclo[2.2.2]oct-5-ene-2-carboxylic acid